6-(trifluoromethyl)benzoic acid FC(C1=CC=CC=C1C(=O)O)(F)F